2,6-bis((S)-4-methyl-4,5-dihydro-oxazol-2-yl)pyridine C[C@@H]1N=C(OC1)C1=NC(=CC=C1)C=1OC[C@@H](N1)C